2,9-dioctyl-1,10-phenanthroline C(CCCCCCC)C1=NC2=C3N=C(C=CC3=CC=C2C=C1)CCCCCCCC